NC1=NC=CC=C1C1=NC=2C(=NC(=CC2)C2=CC=CC=C2)N1C1=CC=C(C=C1)C1CN(C1)C(C)[C@@H]1CC[C@H](CC1)C(=O)OC trans-methyl 4-[1-[3-[4-[2-(2-amino-3-pyridyl)-5-phenyl-imidazo[4,5-b]pyridin-3-yl] phenyl] azetidin-1-yl] ethyl]cyclohexanecarboxylate